N-[6-(2-chloro-5-fluorophenyl)-3-cyano-8-oxo-1,6,7,8-tetrahydropyrrolo[4,3-g]indazol-5-yl]benzo[d][1,2]thiazole-3-carboxamide ClC1=C(C=C(C=C1)F)C1NC(C=2C1=C(C=C1C(=NNC21)C#N)NC(=O)C2=NSC1=C2C=CC=C1)=O